(6-methoxy-2-naphthyl)-boronic acid COC=1C=C2C=CC(=CC2=CC1)B(O)O